1-ethylbicyclo[2.2.1]hept-2-ene C(C)C12C=CC(CC1)C2